(3S-cis)-[5-(2,4-difluorophenyl)-tetrahydro-5-(1,2,4-triazol-1-ylmethyl)-3-furyl]-4-methyl-benzenesulfonic acid methyl ester COS(=O)(=O)C1=C(C=C(C=C1)C)[C@H]1CO[C@](C1)(CN1N=CN=C1)C1=C(C=C(C=C1)F)F